C(C)(C)(C)OC(CC[C@](C)(C#N)C1=CC=C(C=C1)Br)=O.ClP(N(CC)CC)Cl dichloro(diethylamino)phosphine tert-butyl-(S)-4-(4-bromophenyl)-4-cyanopentanoate